ClC1CCCC=2C(=NN(C12)C1=CC(=NC=C1)O[C@H](C)C1=CC2=C(OC(O2)(F)F)C=C1)C(F)(F)F 7-chloro-1-[2-[(1R)-1-(2,2-difluoro-1,3-benzodioxol-5-yl)ethoxy]-4-pyridinyl]-3-(trifluoromethyl)-4,5,6,7-tetrahydroindazole